Cl.N[C@H](C(=O)N1CCC(CC1)O)CC1=C(C=CC=C1)Cl (S)-2-amino-3-(2-chlorophenyl)1-(4-hydroxypiperidin-1-yl)propan-1-one hydrochloride